BrC=1C(=C(OC[C@H]2CCC3(C2)CCN(CC3)C(=O)OC(C)(C)C)C=CC1)C tert-butyl (3S)-3-[(3-bromo-2-methyl-phenoxy)methyl]-8-azaspiro[4.5]decane-8-carboxylate